C[C@]12CCC(=O)[C@H]([C@@H]1CCC2=O)CCC(=O)O The molecule is a dioxo monocarboxylic acid that consists of hydrindane bearing two oxo substituents at positions 1 and 5, a methyl substituent at position 7a and a 2-carboxyethyl substituent at position 4 (3aS,4S,7aS-diastereomer). It has a role as a bacterial metabolite. It is a diketone, a dioxo monocarboxylic acid and a carbobicyclic compound. It is a conjugate acid of a 9,17-dioxo-1,2,3,4,10,19-hexanorandrostan-5-oate. It derives from a hydride of a hydrindane.